N1=C(C=CC=C1C1(C=C(C(C(C1)(C)C)=O)C#N)OC)C=1C=NC=CC1 3-([2,3'-bipyridin]-6-yl)-3-methoxy-5,5-dimethyl-6-oxocyclohex-1-ene-1-carbonitrile